ethyl N-{[4-bromo-5-(pyridin-2-yl)-2H-pyrazol-3-yl]carbamothioyl}-carbamate BrC1=C(NN=C1C1=NC=CC=C1)NC(=S)NC(OCC)=O